ClC=1C=C(C=C(C1CC1=CC(=C(C=C1)O)C(C)C)Cl)C#CC(=O)O 3-(3,5-dichloro-4-(4-hydroxy-3-isopropylbenzyl)phenyl)propiolic acid